COC1=CC=C(C=C1)C=1CC(N(N1)C(=O)C=1C=C(C(=O)OC)C=CC1)C=1C(=NN(C1)C1=CC=CC=C1)C1=CC=C(C=C1)C methyl 3-(5-(4-methoxyphenyl)-1'-phenyl-3'-(p-tolyl)-3,4-dihydro-1'H,2H-[3,4'-bipyrazole]-2-carbonyl)benzoate